3-azido-5-bromo-2,3-dihydrobenzofuran N(=[N+]=[N-])C1COC2=C1C=C(C=C2)Br